1-(3-(5-amino-3-(difluoromethyl)pyridin-2-yl)-1H-pyrazol-1-yl)-2-methylpropan-2-ol NC=1C=C(C(=NC1)C1=NN(C=C1)CC(C)(O)C)C(F)F